(trifluoromethyl)-3,4,7,9,12-pentazatricyclo[8.4.0.02,6]tetradeca-1(10),2(6),4,7,11,13-hexaen FC(F)(F)N1C=2C=3C=CN=CC3NC=NC2C=N1